((3S,7aS)-7a-((trityloxy)methyl)hexahydro-1H-pyrrolizin-3-yl)methylsulfonic acid methyl ester COS(=O)(=O)C[C@@H]1CC[C@@]2(CCCN12)COC(C1=CC=CC=C1)(C1=CC=CC=C1)C1=CC=CC=C1